4-amino-1-(4-chlorophenyl)-3-(3-(2-((tetrahydro-2H-pyran-2-yl)oxy)ethoxy)quinoxalin-6-yl)-7-(Trifluoromethyl)-1,8-naphthyridin-2(1H)-one NC1=C(C(N(C2=NC(=CC=C12)C(F)(F)F)C1=CC=C(C=C1)Cl)=O)C=1C=C2N=C(C=NC2=CC1)OCCOC1OCCCC1